CC1=C(C(=O)P(CC)(C(C2=C(C=CC=C2C)C)=O)=O)C(=CC=C1)C bis(2,6-dimethylbenzoyl)-ethylphosphine oxide